C(C)OC(C(C(CCCC(=O)OCC)=O)N1CCN(CC1)C(=O)OC(C)(C)C)=O 2-(4-(tert-Butoxycarbonyl)piperazin-1-yl)-3-oxoheptanedioic acid diethyl ester